Methyl 2-((2-(3-((tert-butoxycarbonyl)amino)propyl)-3,4-difluorophenyl)amino)-4-chloro-5-fluorobenzoate C(C)(C)(C)OC(=O)NCCCC1=C(C=CC(=C1F)F)NC1=C(C(=O)OC)C=C(C(=C1)Cl)F